ClC=1C(=C(CN2[C@@H](C[C@@](CC2)(C(=O)O)CC2=NC(=C(C(=C2F)C=2OC=CN2)C)NC2=NNC(=C2)C)C)C=CC1)F (2R,4R)-1-(3-chloro-2-fluorobenzyl)-4-((3-fluoro-5-methyl-6-((5-methyl-1H-pyrazol-3-yl)amino)-4-(oxazol-2-yl)pyridin-2-yl)meth-yl)-2-methylpiperidine-4-carboxylic acid